C(C)(=O)C1=C(C2=C(N=C(N=C2)NC2=NC=C(C=C2)N2CCN(CC2)C2=CC=C(C=C2)CO)N(C1=O)C1CCCC1)C 6-acetyl-8-cyclopentyl-2-[[5-[4-[4-(hydroxymethyl)phenyl]piperazin-1-yl]-2-pyridyl]amino]-5-methyl-pyrido[2,3-d]pyrimidin-7-one